ClC=1C=NN(C1C(=O)NC1=NC=C(C=C1F)C#CC=1SC=CC1)C1CCN(CC1)C(C(C)(C)C)=O 4-chloro-N-(3-fluoro-5-(thiophen-2-ylethynyl)pyridin-2-yl)-1-(1-pivaloylpiperidin-4-yl)-1H-pyrazole-5-carboxamide